C[C@@]1(OC=2C(=C(C=C(C2CC1)O)C)CC=C(C)C)\C=C\C=C(C)C (2S)-2,7-Dimethyl-8-(3-methylbut-2-enyl)-2-[(1E)-4-methylpenta-1,3-dienyl]-3,4-dihydrochromen-5-ol